N1C(=NC2=C1C=CC=C2)S(=O)(=O)NC(=O)C=2C(=C(C(=CC2CCCCC)O)C2=CC(=CC=C2)C)O N-((1H-benzo[d]imidazol-2-yl)sulfonyl)-2,6-dihydroxy-3'-methyl-4-pentyl-[1,1'-biphenyl]-3-carboxamide